C1(CC1)CN1C2CC(CC1CC2)N2CCC(CC2)C=2C=C(C1=C(N(C(=N1)C1=CC(=C(C=C1)S(=O)(=O)C)F)C)C2)C 6-(1-(8-(cyclopropylmethyl)-8-azabicyclo[3.2.1]octan-3-yl)piperidin-4-yl)-2-(3-fluoro-4-(methylsulfonyl)phenyl)-1,4-dimethyl-1H-benzo[d]imidazole